2,3-Pentylene carbonate C1(OC(C)C(CC)O1)=O